2-(4-isobutylbenzyl)-phenyl β-D-glucopyranoside O([C@H]1[C@H](O)[C@@H](O)[C@H](O)[C@H](O1)CO)C1=C(C=CC=C1)CC1=CC=C(C=C1)CC(C)C